8-(3-chlorophenyl)-N-(4-(piperazin-1-yl)phenyl)quinazolin-2-amine ClC=1C=C(C=CC1)C=1C=CC=C2C=NC(=NC12)NC1=CC=C(C=C1)N1CCNCC1